NC1=NC2=C(C=CC=C2C(=N1)NC(CO)CCC)C 2-((2-amino-8-methylquinazolin-4-yl)amino)pentan-1-ol